ClC1=CC=C(CNS(=O)(=O)C2=CC(=C(C3=CC=CC=C23)O)C(=O)O)C=C1 4-(N-(4-chlorobenzyl)sulfamoyl)-1-hydroxy-2-naphthoic acid